N(=C=O)OCC1C2CC(C(C1CCCON=C=O)C2)CCON=C=O 2-isocyanatooxymethyl-3-(3-isocyanatooxypropyl)-5-(2-isocyanatooxyethyl)-bicyclo-[2.2.1]-heptane